N[C@H]1CN(CCC1)C=1C=2N(C=CN1)C(=C(N2)C2=CC(=C(C#N)C=C2)F)C2=C(C=C(C=C2)CC(C)(C)O)F (R)-4-(8-(3-aminopiperidin-1-yl)-3-(2-fluoro-4-(2-hydroxy-2-methylpropyl)phenyl)imidazo[1,2-a]pyrazin-2-yl)-2-fluorobenzonitrile